C1N(CC12CCNCC2)C2=CC=C(C=N2)C2=NN(C1=CC=C(C=C21)OC(C)C2=C1C(=NC=C2)N(C=C1)C(=O)OC(C)(C)C)C1OCCCC1 tert-butyl 4-(1-((3-(6-(2,7-diazaspiro[3.5]nonan-2-yl) pyridin-3-yl)-1-(tetrahydro-2H-pyran-2-yl)-1H-indazol-5-yl) oxy) ethyl)-1H-pyrrolo[2,3-b]pyridine-1-carboxylate